ClC1=CC2=C(C=C3N2C(=NN(C3=O)CC(=O)NC3CC(C3)(C)O)C(C)C)S1 2-(2-chloro-5-isopropyl-8-oxothieno[2',3':4,5]pyrrolo[1,2-d][1,2,4]triazin-7(8H)-yl)-N-((1s,3s)-3-hydroxy-3-methylcyclobutyl)acetamide